C1(CC1)NC(=O)C=1C=NN2C1N=C(C=C2NC)NC=2C(=CSC2)C(=O)OCC ethyl 4-((3-(cyclopropylcarbamoyl)-7-(methylamino)pyrazolo[1,5-a]pyrimidin-5-yl)amino)thiophene-3-carboxylate